C1(=CC=CC=C1)C=1N=C(N=NC1C1=CC=CC=C1)N(CCCCCC(=O)NS(=O)(=O)C)C(C)C 6-((5,6-diphenyl-1,2,4-triazine-3-yl)(isopropyl)amino)-N-(methylsulfonyl)hexanamide